CN(C(C1=C(C=CC=C1)SC1=CC=C2C(=NN(C2=C1)C(=O)OC(C)(C)C)\C=C\C1=NC=CC=C1)=O)COC(C1=CC=CC=C1)=O N-methyl-N-benzoyloxymethyl-2-((3-((E)-2-(2-pyridinyl)vinyl)-1-tert-butoxycarbonyl-1H-indazol-6-yl)thio)benzamide